C1(=CC=CC=C1)C1=CC=C(COC2=CC=C(C=C2)C=CCCCC=CC2=CC=C(C=C2)OCC2=CC=C(C=C2)C2=CC=CC=C2)C=C1 1,7-bis(p-(4-phenylbenzyloxy)phenyl)-1,6-heptadiene